CC1=CC(=C2CN(CC2=C1)C(=O)OC(C)(C)C)NC tert-Butyl 6-methyl-4-(methylamino)isoindoline-2-carboxylate